FC1=C(C(=CC=C1)OC)N1N=C2C(=CC1=O)NN=C2C2=CC=C(C=C2)N2CC1N(CC2)C(OC1)=O 7-(4-(5-(2-fluoro-6-methoxyphenyl)-6-oxo-5,6-dihydro-1H-pyrazolo[4,3-c]pyridazin-3-yl)phenyl)tetrahydro-1H-oxazolo[3,4-a]pyrazin-3(5H)-one